3-sulfamoyl-1-tosyl-4,5,6,7-tetrahydro-1H-indol-6-yl acetate C(C)(=O)OC1CCC=2C(=CN(C2C1)S(=O)(=O)C1=CC=C(C)C=C1)S(N)(=O)=O